(1S,3S)-3-aminocyclohexane-1-thiocarboxylic acid S-(4-((2-aminoethyl) carbamoyl) benzyl) ester NCCNC(=O)C1=CC=C(CSC(=O)[C@@H]2C[C@H](CCC2)N)C=C1